N-methylbenzo[d]Azole-6-carboxamide CNC(=O)C=1CC=2C(C=CN2)=CC1